4-tert-butyldimethylsilyloxy-3-methoxyphenol [Si](C)(C)(C(C)(C)C)OC1=C(C=C(C=C1)O)OC